C(CC(O)(C(=O)O)CC(=O)[O-])(=O)[O-].[Na+].[Na+] di-sodium citrate